C(C)(C)(C)OC(=O)N([C@H](C(=O)O)CC1=CC2=CC=CC=C2C=C1)C (S)-2-((tert-Butoxycarbonyl)(methyl)amino)-3-(naphthalen-2-yl)propanoic acid